trans-6-bromo-2,9-dimethyl-2,3,4,4a,5,9b-hexahydro-1H-pyrido[4,3-b]indole BrC1=CC=C(C=2[C@H]3[C@H](NC12)CCN(C3)C)C